2-methoxy-4-(1H-pyrrol-1-yl)aniline COC1=C(N)C=CC(=C1)N1C=CC=C1